CN(C)CC1=C(C=CC(=N1)N)C1OCCOC1 6-((dimethylamino)methyl)-5-(1,4-dioxan-2-yl)pyridin-2-amine